N(=C=S)C1=CC(=C(C=C1)C#CC1=CC=C(C=C1)C1CCC(CC1)C1CCC(CC1)CCC)C 4-(4-((4-isothiocyanato-2-methylphenyl)ethynyl)phenyl)-4'-propyl-1,1'-bicyclohexane